2-[4-[[[6-[cyclopropyl-[[4-(trifluoromethyl)phenyl]methyl]amino]-5-fluoro-pyrimidin-4-yl]amino]methyl]cyclohexyl]acetonitrile C1(CC1)N(C1=C(C(=NC=N1)NCC1CCC(CC1)CC#N)F)CC1=CC=C(C=C1)C(F)(F)F